3-(7-(2-(Cyclohexylamino)-2-oxoethoxy)naphthalen-2-yl)propanoic acid C1(CCCCC1)NC(COC1=CC=C2C=CC(=CC2=C1)CCC(=O)O)=O